Ethyl ((S)-(perfluorophenoxy)(phenoxy)phosphoryl)-L-alaninate FC1=C(O[P@@](=O)(OC2=CC=CC=C2)N[C@@H](C)C(=O)OCC)C(=C(C(=C1F)F)F)F